(S)-N-(5-(tert-butyl)-1-methyl-1H-pyrazol-3-yl)-4-methyl-3-(1-(pyrimidin-5-yl)pyrrolidin-3-yl)benzamide C(C)(C)(C)C1=CC(=NN1C)NC(C1=CC(=C(C=C1)C)[C@H]1CN(CC1)C=1C=NC=NC1)=O